COC1=C(C=C(C=C1)OC1=CC=C(C=C1)C(F)(F)F)NC(=O)C12S(CCN1C(CC2)=O)(=O)=O N-(2-Methoxy-5-(4-(trifluoromethyl)phenoxy)phenyl)-5-oxotetrahydropyrrolo[2,1-b]thiazole-7a(5H)-carboxamide 1,1-dioxide